O1C(=C(C=C1)C(=O)N)C(=O)N furan-bis-amide